2-methyl-1,3-benzoxazol-5-ol CC=1OC2=C(N1)C=C(C=C2)O